(5-(2-hydroxy-2-methyl-propyl)-[1,2,4]triazolo[1,5-a]pyridin-8-yl)boronic acid OC(CC1=CC=C(C=2N1N=CN2)B(O)O)(C)C